(R)-6-(2,3-difluoro-4-(2-hydroxy-2-methylpropoxy)phenyl)-5-methyl-4,5-dihydropyridazin-3(2H)-one FC1=C(C=CC(=C1F)OCC(C)(C)O)C=1[C@@H](CC(NN1)=O)C